FC(C1=CC=C(/C=C/C2CC3(C2)CN(CC3)C(=O)OC(C)(C)C)C=C1)(F)F Tert-butyl (E)-2-(4-(trifluoromethyl) styryl)-6-azaspiro[3.4]octane-6-carboxylate